C(C=C)N1N=C(C2=C(C1=O)C(=C(C(N2C)=O)C)NC2=C(C=C(C=C2)I)F)C2=CC(=CC=C2)[N+](=O)[O-] 6-Allyl-4-(2-fluoro-4-iodo-anilino)-1,3-dimethyl-8-(3-nitrophenyl)pyrido[2,3-d]pyridazine-2,5-dione